cis-8-dimethylamino-8-phenyl-3-(5-pyridin-4-yl-thiophen-2-yl)-1,3-diazaspiro[4.5]decan-2-one CN(C1(CCC2(CN(C(N2)=O)C=2SC(=CC2)C2=CC=NC=C2)CC1)C1=CC=CC=C1)C